BrC1=CC(=C(C2=C1C1(OCCO1)CO2)C(=O)O)F 4-bromo-6-fluoro-2H-spiro[1-benzofuran-3,2'-[1,3]dioxolane]-7-carboxylic acid